ClC1=CC=C(C=C1)N1CCC2(CNC2)CC1 7-(4-Chlorophenyl)-2,7-diazaspiro[3.5]nonane